[2-Iodo-4-(4-trifluoromethyl-benzylamino)-phenyl]-carbamic acid propyl ester C(CC)OC(NC1=C(C=C(C=C1)NCC1=CC=C(C=C1)C(F)(F)F)I)=O